3-((1S,4S,5S)-5-((7-((5-methyl-1H-pyrazol-3-yl)amino)-1,6-naphthyridin-5-yl)amino)-2-azabicyclo[2.2.1]heptan-2-yl)propionitrile CC1=CC(=NN1)NC1=NC(=C2C=CC=NC2=C1)N[C@@H]1[C@@H]2CN([C@H](C1)C2)CCC#N